C(C)(C)C1=CC=CC1.C(C)(C)C1=CC=CC1.C(C)(C)C1=CC=CC1.[Ce] cerium tri(isopropylcyclopentadiene)